3,5-dimethyl-3-cyclohexene CC=1CCCC(C1)C